ClC1=NC(=C(C(=N1)Cl)C#N)Cl 2,4,6-trichloro-5-cyanopyrimidine